5-ethynyl-3-methyl-2-(6-((1-methylpiperidin-3-yl)amino)pyridazin-3-yl)phenol C(#C)C=1C=C(C(=C(C1)O)C=1N=NC(=CC1)NC1CN(CCC1)C)C